C(C=C)(=O)N1[C@H](CN(CC1)C1=NC(=NC=2C(C3(C(NC4=CC=CC=C4C3)=O)CCC12)=O)OC[C@H]1N(CCC1)C)CC#N 2-((2S)-1-acryloyl-4-(2-(((S)-1-methylpyrrolidin-2-yl)methoxy)-2',8-dioxo-1',4',5,8-tetrahydro-2'H,6H-spiro[quinazoline-7,3'-quinolin]-4-yl)piperazin-2-yl)acetonitrile